OC1(COC1)C1=CC=C(C=C1)C(=O)N1CCC(CC1)C1=CC=C(C=C1)C(F)(F)F (4-(3-hydroxyoxetan-3-yl)phenyl)(4-(4-(trifluoromethyl)phenyl)piperidin-1-yl)methanone